N-[(1'S,14R)-19-chloro-5,6-difluoro-spiro[8,12-dioxa-21-azatetracyclo[14.3.1.110,13.02,7]henicosa-1(19),2,4,6,10,13(21),16(20),17-octaene-14,3'-cyclopentane]-1'-yl]methanesulfonamide ClC=1C=CC=2C[C@]3(C[C@H](CC3)NS(=O)(=O)C)C=3OC=C(COC4=C(C(=CC=C4C1C2)F)F)N3